BrCC1(CN(C1)C(=O)OC(C)(C)C)CBr tert-butyl 3,3-bis(bromomethyl)azetidine-1-carboxylate